FCCOCCOC1=CC=C(C=C1)N=NC=1C=CC2=C(N=CS2)C1 5-((4-(2-(2-fluoroethoxy)ethoxy)phenyl)azo)benzothiazole